(R)-1-(3,4-bis(benzyloxy)phenyl)propan-2-amine-1-d C(C1=CC=CC=C1)OC=1C=C(C=CC1OCC1=CC=CC=C1)[C@H](C(C)N)[2H]